ClCC1=NC2=CC=CC=C2C(N1C1=C(C=C(C(=C1)C(F)(F)F)F)OC(C)C)=O 2-(chloromethyl)-3-(4-fluoro-2-isopropoxy-5-(trifluoromethyl)phenyl)quinazolin-4(3H)-one